2,2'-methylenebis[6-(α-methyl-benzyl)-4-nonylphenol] C(C1=C(C(=CC(=C1)CCCCCCCCC)C(C1=CC=CC=C1)C)O)C1=C(C(=CC(=C1)CCCCCCCCC)C(C1=CC=CC=C1)C)O